CN1CCC(CC1)NCC1=C(C=CC(=C1)[N+](=O)[O-])OCC1=CC=C(C=C1)C(F)(F)F 1-methyl-N-(5-nitro-2-((4-(trifluoromethyl)benzyl)oxy)benzyl)piperidin-4-amine